ClC1=CC2=C(N(C(N=C2N2[C@H](CN(CC2)C(C=C)=O)C)=O)C2=C(C=CC=C2F)F)N=C1Cl 6,7-dichloro-1-(2,6-difluorophenyl)-4-((2S)-2-methyl-4-(2-propenoyl)-1-piperazinyl)pyrido[2,3-d]pyrimidin-2(1H)-one